(2S)-2,3-dihydro-1H-indole-2-carboxylic acid N1[C@@H](CC2=CC=CC=C12)C(=O)O